C1(=CC=CC=C1)C(C1=CC=CC=C1)(C1=CC=CC=C1)Br Triphenylmethyl Bromide